BrC1=C(C=C2CCN3C(C2=C1)=C(N=C3C(=O)N3[C@](CCC3)(C(=O)N)C)C3CC(C3)(F)F)OC (R)-1-(9-bromo-1-(3,3-difluorocyclobutyl)-8-methoxy-5,6-dihydroimidazo[5,1-a]isoquinoline-3-carbonyl)-2-methylpyrrolidine-2-carboxamide